FC=1C=CC(=C(NC2=CC=C(C=C2)F)C1)[N+](=O)[O-] 5-fluoro-N-(4-fluorophenyl)-2-nitroaniline